ClC=1C=C(C=CC1F)NC(N([C@@H](C)C1=CNC(C2=CC=CC=C12)=O)CC1CCCC1)=O (S)-3-(3-chloro-4-fluorophenyl)-1-(cyclopentylmethyl)-1-(1-(1-oxo-1,2-dihydroisoquinolin-4-yl)ethyl)urea